C(C)S(=O)(=O)C1=C(C(=CC=C1)F)C1=C(C=CC=C1OC)F (ethylsulfonyl)-2',6-difluoro-6'-methoxy-[1,1'-biphenyl]